3-{[(3S)-1-methylpyrrolidin-3-yl]oxy}-5-(5-methyl-1,3-thiazol-2-yl)-N-{(1R)-1-[2-(trifluoromethyl)pyrimidin-5-yl]ethyl}benzamide CN1C[C@H](CC1)OC=1C=C(C(=O)N[C@H](C)C=2C=NC(=NC2)C(F)(F)F)C=C(C1)C=1SC(=CN1)C